(2R,3R,3aS,6S,6aR)-6-((2-amino-3-bromoquinolin-7-yl)methyl)-2-(4-amino-5-fluoro-7H-pyrrolo[2,3-d]pyrimidin-7-yl)hexahydro-2H-cyclopenta[b]furan-3,3a-diol NC1=NC2=CC(=CC=C2C=C1Br)C[C@@H]1CC[C@]2([C@@H]1O[C@H]([C@@H]2O)N2C=C(C1=C2N=CN=C1N)F)O